NC1=NC=C(C2=C1C=NN2COCC[Si](C)(C)C)NC(C(N2[C@H](CC[C@@H](C2)C)C=2C=NC=C(C2)C(F)(F)F)=O)=O |r| N-[4-Amino-1-(2-trimethylsilylethoxymethyl)pyrazolo[4,3-c]pyridin-7-yl]-2-oxo-2-[rac-(2R,5S)-5-methyl-2-[5-(trifluoromethyl)-3-pyridyl]-1-piperidyl]acetamide